(R)-1-{5-[2-(difluoromethyl)pyridin-4-yl]-1H-indol-1-yl}-2,4-dimethylpentan-2-amine FC(C1=NC=CC(=C1)C=1C=C2C=CN(C2=CC1)C[C@@](CC(C)C)(N)C)F